[C@H]12CC(C[C@H](CCC1)N2)N(C2=CC=C(N=N2)C2=CC1=C(C=C(O1)C(=O)N(C)C)C=C2O)C 6-(6-(((1R,3S,5S)-9-azabicyclo[3.3.1]nonan-3-yl)(methyl)amino)pyridazin-3-yl)-5-hydroxy-N,N-dimethylbenzofuran-2-carboxamide